C(C)(=O)C1=C(SC=2C1=NC=C(C2C2=C(C(=CC(=C2)F)F)F)F)C(=O)NN2CCOC1=C2C=CC=C1 3-acetyl-N-(2,3-dihydro-1,4-benzoxazin-4-yl)-6-fluoro-7-(2,3,5-trifluorophenyl)thieno-[3,2-b]pyridine-2-carboxamide